tert-butyl (3R)-4-(10-hydroxy-10-((2-oxopyrazin-1(2H)-yl)methyl)-7-azaspiro[4.5]decane-7-carbonyl)-3-phenylpiperazine-1-carboxylate OC1(CCN(CC12CCCC2)C(=O)N2[C@@H](CN(CC2)C(=O)OC(C)(C)C)C2=CC=CC=C2)CN2C(C=NC=C2)=O